O=C1NC(CCC1N1C(N(C2=C1C=CC=C2)C)=O)=O 1-(2,6-dioxopiperidin-3-yl)-3-methyl-2-oxo-1,3-benzodiazole